NC1=CC(=C(OCCCCCCCN2CCC(CC2)C2=C3CN(C(C3=CC(=C2)F)=O)C2C(NC(CC2)=O)=O)C=C1)OC1CCCC1 3-(4-(1-(7-(4-amino-2-(cyclopentyloxy)phenoxy)heptyl)-piperidin-4-yl)-6-fluoro-1-oxoisoindolin-2-yl)piperidine-2,6-dione